COC(C1=C(C(=C(C=C1)C)C)Cl)=S 3-methyl-2-chloro-4-methylthiobenzoic acid methyl ester